2-(6-bromo-3-ethylsulfonyl-imidazo[1,2-a]pyridin-2-yl)-6-(trifluoromethyl-sulfonyl)isoindolin-1-one BrC=1C=CC=2N(C1)C(=C(N2)N2C(C1=CC(=CC=C1C2)S(=O)(=O)C(F)(F)F)=O)S(=O)(=O)CC